ClC=1C=C(C2=CC=CC=C2C1)C1=NC(=NC=C1)C1=CC=CC=C1 (3-chloronaphthalen-1-yl)-2-phenylpyrimidine